C1C(NC2CCCC3C2N1C=1C3CN=CC1)=O hexahydro-1H-pyrido[3',4':4,5]pyrrolo[1,2,3-de]quinoxalin-2(3H)-one